methyl 4-(piperidine-4-carboxamido)-2-(3-(sulfamoyloxy)prop-1-yn-1-yl)benzoate N1CCC(CC1)C(=O)NC1=CC(=C(C(=O)OC)C=C1)C#CCOS(N)(=O)=O